[Br-].C(CCCCCCCCCCCCCCCCCC)[N+](C)(C)C nonadecyl-trimethyl-ammonium bromide